C(C)C1(COC1)COCCCCCO 3-ethyl-3-(5-hydroxypentyl)oxymethyloxetane